tert-Butyl 2-(4-(((2-(3-((3-(3-cyanophenyl)-6-oxopyridazin-1(6H)-yl)methyl)phenyl)pyrimidin-5-yl)oxy)methyl)piperidin-1-yl)acetate C(#N)C=1C=C(C=CC1)C1=NN(C(C=C1)=O)CC=1C=C(C=CC1)C1=NC=C(C=N1)OCC1CCN(CC1)CC(=O)OC(C)(C)C